acrylic acid N,N-dimethylaminopropyl ester CN(C)CCCOC(C=C)=O